ClC=1C(=NC(=NC1)NC1CCOCC1)C=1C=C2C(N(C(C2=CC1)COCC[Si](C)(C)C)CC(=O)OC)=O methyl 2-(5-{5-chloro-2-[(oxan-4-yl)amino]pyrimidin-4-yl}-3-oxo-1-{[2-(trimethylsilyl)ethoxy]methyl}-2,3-dihydro-1H-isoindol-2-yl)acetate